FC(CNC[C@H](CC=1N=CNC(C1O)=O)C1=C(C=C(C=C1)C#CC1=CC=C(CN2C[C@@H](CC2)C#N)C=C1)F)F (R)-1-(4-((4-((R)-1-((2,2-difluoroethyl)amino)-3-(5-hydroxy-6-oxo-1,6-dihydropyrimidin-4-yl)propan-2-yl)-3-fluorophenyl)ethynyl)benzyl)pyrrolidine-3-carbonitrile